1-benzyl-5-hydroxy-4,4-dimethylpiperidin-2-one C(C1=CC=CC=C1)N1C(CC(C(C1)O)(C)C)=O